C(#C)C1=CC(=NC=2N=C(N=CC21)NC2=CC=C(C=C2)N2CCN(CC2)C)N2C(OC(C2)C(C)C)=O 3-(5-Ethynyl-2-{[4-(4-methylpiperazin-1-yl)phenyl]amino}pyrido[2,3-d]pyrimidin-7-yl)-5-isopropyl-1,3-oxazolidin-2-one